6-[(7S)-2-{3-[4-(4,6-Dimethylpyridazin-3-yl)phenyl]-1H-pyrrolo[2,3-b]pyridin-5-yl}-6,7,8,9-tetrahydro-5H-benzo[7]annulen-7-yl]-3-oxa-6-azabicyclo[3.1.1]heptane CC1=C(N=NC(=C1)C)C1=CC=C(C=C1)C1=CNC2=NC=C(C=C21)C=2C=CC1=C(CC[C@H](CC1)N1C3COCC1C3)C2